N-(3-chloro-5-methylbenzyl)-2-(1H-indol-3-yl)ethan-1-amine hydrochloride Cl.ClC=1C=C(CNCCC2=CNC3=CC=CC=C23)C=C(C1)C